ethyl 2-(5-(4-((3-isopropyl-1-toluenesulfonyl-1H-pyrrolo[3,2-b]pyridin-5-yl)methyl)-3,5-dimethylphenyl)-2H-tetrazol-2-yl)acetate C(C)(C)C1=CN(C=2C1=NC(=CC2)CC2=C(C=C(C=C2C)C=2N=NN(N2)CC(=O)OCC)C)S(=O)(=O)CC2=CC=CC=C2